5-((4-aminophenyl)ethynyl)-N-cyclohexyl-1H-pyrrolo[2,3-b]pyridine-4-amine NC1=CC=C(C=C1)C#CC1=C(C2=C(N=C1)NC=C2)NC2CCCCC2